(tert-Butoxycarbonyl)-N-[3-methoxy-5-(morpholin-4-yl)pyrazin-2-yl]carbamic acid tert-butyl ester C(C)(C)(C)OC(N(C1=NC=C(N=C1OC)N1CCOCC1)C(=O)OC(C)(C)C)=O